4-(7-(8-methoxy-[1,2,4]triazolo[1,5-a]pyridin-6-yl)-5,6-dimethyl-9H-carbazol-3-yl)piperidine-1-carboxylic acid tert-butyl ester C(C)(C)(C)OC(=O)N1CCC(CC1)C=1C=CC=2NC3=CC(=C(C(=C3C2C1)C)C)C=1C=C(C=2N(C1)N=CN2)OC